3-((3-(2-aminoethyl)phenyl)amino)-6-ethyl-5-(isopropyl-(methyl)amino)pyrazine-2-carboxamide Cyanosulfate S(=O)(=O)(O)C#N.NCCC=1C=C(C=CC1)NC=1C(=NC(=C(N1)N(C)C(C)C)CC)C(=O)N